(2S*,5'S*)-N-(2-chloro-4-fluorobenzyl)-5'-fluoro-6',7'-dihydro-5'H-spiro[oxirane-2,8'-quinoline]-5'-carboxamide ClC1=C(CNC(=O)[C@]2(C=3C=CC=NC3[C@]3(CC2)OC3)F)C=CC(=C1)F |o1:7,14|